C(CCCCCCCCC)OC1=CC=C(C=C1)S(=O)(=O)C=1C=NC2=CC=C(C=C2C1N1CCN(CC1)C1CCN(CC1)CC)S(=O)C 3-((4-(decyloxy)phenyl)sulfonyl)-4-(4-(1-ethylpiperidin-4-yl)piperazin-1-yl)-6-(methylsulfinyl)quinoline